1-([1,1'-Biphenyl]-4-yl)-5-fluoro-1H-indazol-6-ol C1(=CC=C(C=C1)N1N=CC2=CC(=C(C=C12)O)F)C1=CC=CC=C1